FC1=CC=C(C=C1)C(C)NC(=O)C1=CC=NC=2N1N=C(C2C(=O)N)COC N7-[1-(4-fluorophenyl)ethyl]-2-(methoxymethyl)pyrazolo[1,5-a]pyrimidine-3,7-dicarboxamide